4-(N-(3-(tert-butyl)-5-cyclopropylbenzyl)-2-(N-(2-(trifluoromethyl)benzyl)-(2,3,4,5,6-pentafluoro-phenyl)sulfonamido)acetamido)-3-cyclopropylbenzoic acid C(C)(C)(C)C=1C=C(CN(C(CN(S(=O)(=O)C2=C(C(=C(C(=C2F)F)F)F)F)CC2=C(C=CC=C2)C(F)(F)F)=O)C2=C(C=C(C(=O)O)C=C2)C2CC2)C=C(C1)C1CC1